2-(4-cyanobenzamido)acetic acid C(#N)C1=CC=C(C(=O)NCC(=O)O)C=C1